BrC=1C(=NC(=NC1)C)NC=1C=2C=NN(C2C=CC1C)C1OCCCC1 N-(5-bromo-2-methyl-pyrimidin-4-yl)-5-methyl-1-tetrahydropyran-2-yl-indazol-4-amine